ClC=1C=C(C=CC1)N1CC2(C3=NC(=CC=C31)C(=O)O)CCCC2 1'-(3-chlorophenyl)-1',2'-dihydrospiro[cyclopentane-1,3'-pyrrolo[3,2-b]pyridine]-5'-carboxylic acid